(R)-3'-(1-acetyl-4-acryloylpiperazin-2-yl)-5'-chloro-5-fluoro-N-methyl-[1,1'-biphenyl]-3-carboxamide C(C)(=O)N1[C@@H](CN(CC1)C(C=C)=O)C=1C=C(C=C(C1)Cl)C1=CC(=CC(=C1)F)C(=O)NC